C(#N)N1CCC2(CC(C2)OC(=O)N[C@H](C(=O)N[C@H](C(S(=O)(=O)[O-])O)C[C@@H]2C(NCC2)=O)CC(C)C)CC1.[Na+] Sodium (2S)-2-((S)-2-((((7-cyano-7-azaspiro[3.5]nonan-2-yl)oxy)carbonyl)amino)-4-methylpentanamido)-1-hydroxy-3-((R)-2-oxopyrrolidin-3-yl)propane-1-sulfonate